(2S,4R)-4-fluoro-1-(1-(trifluoromethyl)cyclopropane-1-carbonyl)pyrrolidine-2-carboxylic acid F[C@@H]1C[C@H](N(C1)C(=O)C1(CC1)C(F)(F)F)C(=O)O